8-tetrahydropyranyloxycarbonyl-tetracyclo[4.4.0.12,5.17,10]dodeca-3-ene O1C(CCCC1)OC(=O)C1C2C3C4C=CC(C3C(C1)C2)C4